NC1CCC(CC1)NC1=NC=CC(=N1)C=1C=NC=CC1OC1=CC(=C(C=C1)NS(=O)(=O)C1=C(C=CC=C1)Cl)F N-[4-[[3-[2-[(1r,4r)-(4-Aminocyclohexyl)amino]pyrimidin-4-yl]-4-pyridyl]oxy]-2-fluorophenyl]2-chlorobenzenesulfonamide